3-dodecylaminopropansulfonat C(CCCCCCCCCCC)NCCCS(=O)(=O)[O-]